C1(=CC=C(C=C1)C=1OC(=CN1)C=O)C 2-(p-tolyl)oxazole-5-carbaldehyde